FC1(CN(CC1(C)C)C1=CC(=NC=2N1N=CC2CC)C=2C(NC(NC2)=O)=O)F 5-(7-(3,3-difluoro-4,4-dimethylpyrrolidin-1-yl)-3-ethylpyrazolo[1,5-a]pyrimidin-5-yl)pyrimidine-2,4(1H,3H)-dione